2-butyl-1-(hexahydropyridin-4-ylmethyl)-7-[1-(2,5,8-trioxadecan-10-yl)hexahydropyridin-4-yl]thieno[3,2-b]imidazo[4,5-d]pyridine-4-amine C(CCC)C1=NC=2C(=C3C(=NC2N)C=C(S3)C3CCN(CC3)CCOCCOCCOC)N1CC1CCNCC1